COC1=CC=2C(=C3C(=NC2C=C1OCCCN1CCCC1)CCC3)NCCCOC(C)C 7-methoxy-N-[3-(propan-2-yloxy)propyl]-6-[3-(pyrrolidin-1-yl)propoxy]-1H,2H,3H-cyclopenta[b]quinolin-9-amine